ClC1=C(C=CC(=C1)NCC1=CC(=CC(=C1)Cl)Cl)C=1C(=C(C(=O)N)C=CC1)O (2-chloro-4-((3,5-dichlorobenzyl)amino)phenyl)-2-hydroxybenzamide